rel-N-(6-amino-5-ethyl-3-pyridyl)-2-[(2S,5R)-5-methyl-2-[4-(4-methylpiperazin-1-yl)phenyl]-1-piperidyl]-2-oxo-acetamide NC1=C(C=C(C=N1)NC(C(=O)N1[C@@H](CC[C@H](C1)C)C1=CC=C(C=C1)N1CCN(CC1)C)=O)CC |o1:12,15|